2,2-(ethylenedioxy)di-ethanethiol C(OCCS)COCCS